7-((isobutylamino)methyl)-3-methyl-N-(3-((1s,3s)-3-methyl-1-(4-methyl-4H-1,2,4-triazol-3-yl)cyclobutyl)phenyl)-1H-pyrrolo[3,2-b]pyridine-5-carboxamide C(C(C)C)NCC1=C2C(=NC(=C1)C(=O)NC1=CC(=CC=C1)C1(CC(C1)C)C1=NN=CN1C)C(=CN2)C